2-methyl-5-[(pyridin-2-yl)methoxy]furo[2,3-c]pyridine-3-carboxamide CC1=C(C=2C(=CN=C(C2)OCC2=NC=CC=C2)O1)C(=O)N